N-methylmethylamine dibenzoyl-l-tartrate C(C1=CC=CC=C1)(=O)[C@]([C@](C(=O)O)(O)C(C1=CC=CC=C1)=O)(O)C(=O)O.CNC